C1(CC1)NC1CCC(CC1)C1=C(C=C2C(=NN(C2=C1)C)N1C(NC(CC1)=O)=O)F 1-(6-(4-(cyclopropylamino)cyclohexyl)-5-fluoro-1-methyl-1H-indazol-3-yl)dihydropyrimidine-2,4(1H,3H)-dione